Hexyldimethyl-phosphin C(CCCCC)P(C)C